2-methyl-4-(4-methylpiperazin-1-yl)indazole-7-carboxamide CN1N=C2C(=CC=C(C2=C1)N1CCN(CC1)C)C(=O)N